D-glucuronic acid, glutaric acid salt C(CCCC(=O)O)(=O)O.O=C[C@H](O)[C@@H](O)[C@H](O)[C@H](O)C(=O)O